FC1=C(C=CC(=C1)F)C1=C(C=C2C(=NC(N3C2=C1SCC3)=O)N3[C@H](CN(CC3)C(=O)OC(C)(C)C)C)OC tert-butyl (3S)-4-(10-(2,4-difluorophenyl)-9-methoxy-5-oxo-2,3-dihydro-5H-[1,4]thiazino[2,3,4-ij]quinazolin-7-yl)-3-methylpiperazine-1-carboxylate